[1-[1-(Difluoromethyl)pyrazol-3-yl]-1-methyl-ethyl]ammonium chloride [Cl-].FC(N1N=C(C=C1)C(C)(C)[NH3+])F